ClC=1C=C(C=NC1N1N=CC=N1)NC(=O)[C@@H]1C[C@](C2=C1C=NC=1N2N=C(C1)F)(C)C1=NN(C=C1)C1CC1 cis-N-(5-chloro-6-(2H-1,2,3-triazol-2-yl)pyridin-3-yl)-8-(1-cyclopropyl-1H-pyrazol-3-yl)-2-fluoro-8-methyl-7,8-dihydro-6H-cyclopenta[e]pyrazolo[1,5-a]pyrimidine-6-carboxamide